C(C)NC(\C=C\C(=O)O)=O fumaric acid-N-monoethylamide